O=S1(CCN(CC1)C(=O)C=1C(=C2C3=C(C(OC2=CC1CCCCC)(C)C)C=CC(=C3)C)O)=O (1,1-dioxidothiomorpholino)(1-hydroxy-6,6,9-trimethyl-3-pentyl-6H-benzo[c]chromen-2-yl)methanone